tris(2-ethylhexyl) 2-hydroxypropane-1,2,3-tricarboxylate OC(CC(=O)OCC(CCCC)CC)(CC(=O)OCC(CCCC)CC)C(=O)OCC(CCCC)CC